CN(CCN1C(OC2=C1C=C(C=C2)C2=CN=C(N=N2)N[C@H](C)C2=CC=C(C=C2)F)=O)C (R)-3-(2-(dimethylamino)ethyl)-5-(3-((1-(4-fluorophenyl)ethyl)amino)-1,2,4-triazin-6-yl)benzo[d]oxazol-2(3H)-one